FC(C1=NN=C2N1N=C(C=C2)C=2C=C(C=CC2)P(C)(C)=O)(C=2C=CC=1N(C2)C=CN1)F (3-(3-(Difluoro(imidazo[1,2-a]pyridin-6-yl)methyl)-[1,2,4]triazolo[4,3-b]pyridazin-6-yl)phenyl)dimethyl-phosphine oxide